Triethylammonium 4-oxo-4-((1-(4-(pyren-1-yl)butanoyl)-4-((tris(4-methoxyphenyl)methoxy)methyl)piperidin-4-yl)methoxy)butanoate O=C(CCC(=O)[O-])OCC1(CCN(CC1)C(CCCC1=CC=C2C=CC3=CC=CC4=CC=C1C2=C34)=O)COC(C3=CC=C(C=C3)OC)(C3=CC=C(C=C3)OC)C3=CC=C(C=C3)OC.C(C)[NH+](CC)CC